1-(3-((tert-butyldimethylsilyl)oxy)-2-oxopropyl)-5-nitro-1H-pyrazole-3-carboxylic acid methyl ester COC(=O)C1=NN(C(=C1)[N+](=O)[O-])CC(CO[Si](C)(C)C(C)(C)C)=O